C(C=C)(=O)OCCCC([O-])(CCCOC(C=C)=O)CCCOC(C=C)=O.[Zr+4].C(C=C)(=O)OCCCC([O-])(CCCOC(C=C)=O)CCCOC(C=C)=O.C(C=C)(=O)OCCCC([O-])(CCCOC(C=C)=O)CCCOC(C=C)=O.C(C=C)(=O)OCCCC([O-])(CCCOC(C=C)=O)CCCOC(C=C)=O zirconium tris(3-acryloxypropyl)methoxide